2-(2,2-difluorocyclopentyl)-5-{2-[(1-methyl-1H-1,2,3,4-tetrazol-5-yl)sulfanyl]-5-nitrobenzamido}benzamide FC1(C(CCC1)C1=C(C(=O)N)C=C(C=C1)NC(C1=C(C=CC(=C1)[N+](=O)[O-])SC1=NN=NN1C)=O)F